ClC1=C(C=C(C(=C1)OC)OC)C1=NOC=C1 3-(2-chloro-4,5-dimethoxyphenyl)isoxazol